[C@@]12(CNC[C@@H]2C1)C#CC1=C(C=C2C(=NC=NC2=C1)NC1=C(C(=C(C=C1)Cl)Cl)F)[N+](=O)[O-] 7-((1S,5R)-3-azabicyclo[3.1.0]hexan-1-ylethynyl)-N-(3,4-dichloro-2-fluorophenyl)-6-nitroquinazolin-4-amine